FC(C=1C=C(C=CC1)C1=CC2=C(C=3C=CNC3C=C2)CCC1)(F)F 7-(3-(trifluoromethyl)phenyl)-3,8,9,10-tetrahydrocyclohepta[e]indole